FC(C1=C(C=CC(=C1)C(F)(F)F)C(C)N1N=CC(=C1)\C=C/C=1SC(=NN1)C1=NC=CC=C1)(F)F (Z)-2-(2-(1-(1-(2,4-bis(trifluoromethyl)phenyl)ethyl)-1H-pyrazol-4-yl)vinyl)-5-(pyridin-2-yl)-1,3,4-thiadiazole